BrC1S(C2=C(C1)C=CC=C2)(=O)=O bromo-2,3-dihydro-1λ6-benzothiophene-1,1-dione